6-((3-trifluoromethylbenzyl)oxy)-4-oxo-1,4-dihydroquinoline-3-carboxylic acid FC(C=1C=C(COC=2C=C3C(C(=CNC3=CC2)C(=O)O)=O)C=CC1)(F)F